COC(\C(=C(\C1=C(C(OCC(C)=O)=C(O)C=C1)C(C)=O)/C(C)=O)\C(C)=O)=O trans-tetraacetylferulic acid methyl ester